OC(C)[C@H]1CC[C@H]2[C@@H]3CC[C@@H]4C[C@@](CC[C@@H]4[C@H]3CC[C@]12C)(O)C (3R,5R,8R,9R,10S,13S,14S,17S)-17-(1-hydroxyethyl)-3,13-dimethylhexadecahydro-1H-cyclopenta[a]phenanthren-3-ol